ClC=1C=C2C(=C3C4(NC(NC13)=O)CCCCC4)OC(=C2)C(=O)N2CC(C2)C#N 1-({5'-chloro-7'-oxo-7',8'-dihydro-6'H-spiro[cyclohexane-1,9'-furo[2,3-f]quinazoline]-2'-yl}carbonyl)azetidine-3-carbonitrile